C(CCC)(=O)O.C(C\C=C/CC)=O cis-3-hexenal butyrate